C(C1=CC=CC=C1)NC=1C=2N(N=C(C1)NCCCOC)C(=NN2)C2CC2 N8-benzyl-3-cyclopropyl-N6-(3-methoxypropyl)-[1,2,4]triazolo[4,3-b]pyridazine-6,8-diamine